n-propyl-p-bromophenol C(CC)C1=C(C=CC(=C1)Br)O